N-(2-(4,7-dimethyl-1,4,7-triazonan-1-yl)ethyl)-3-(10,15,20-trimesitylporphyrin-5-yl)benzamide CN1CCN(CCN(CC1)C)CCNC(C1=CC(=CC=C1)C=1C2=CC=C(N2)C(=C2C=CC(C(=C3C=CC(=C(C=4C=CC1N4)C4=C(C=C(C=C4C)C)C)N3)C3=C(C=C(C=C3C)C)C)=N2)C2=C(C=C(C=C2C)C)C)=O